C1(=CC=CC2=CC=CC=C12)C=1C=C(C=CC1)NC1=CC=C(C2=CC=CC=C12)C1=CC=CC=C1 N-(3-(naphthalen-1-yl)phenyl)-4-phenylnaphthalen-1-amine